FC=1C=C(C=CC1F)C1=C(C(=CC=C1)F)C1=C(C(=NN1C)C(F)(F)F)C(=O)N (3',4'-difluoro-3-fluorobiphenyl-2-yl)-1-methyl-3-trifluoromethyl-1H-pyrazole-4-carboxamide